O=P=O ketophosphine oxide